N1=CC=C(C=C1)C1=NC(=NN1)C1=CC(=NC=C1)C#N 4-[5-(4-pyridyl)-1H-1,2,4-triazol-3-yl]Pyridine-2-carbonitrile